ClC1=C(C=NC=2CN(CCC12)C)CO (4-chloro-7-methyl-5,6,7,8-tetrahydro-1,7-naphthyridin-3-yl)methanol